C1=CC=CC=2OC3=CC=CC=C3N(C12)C1=CC=C(C=C1)N1C=CN(C2=CC=CC=C12)C1=CC=C(C=C1)N1C2=CC=CC=C2OC=2C=CC=CC12 1,4-bis(4-(10H-phenoxazin-10-yl)phenyl)quinoxalin